FC=1C(=CC=2C3=C(C=NC2C1)N(C(C31CC(C1)C1=C(C=CC=C1)F)=O)C)C=1C=C(C(=NC1)OCCNC(C)C)NS(=O)(=O)C N-(5-(7'-Fluoro-3-(2-fluorophenyl)-3'-methyl-2'-oxo-2',3'-dihydrospiro[cyclobutane-1,1'-pyrrolo[2,3-c]quinolin]-8'-yl)-2-(2-(isopropylamino)ethoxy)pyridin-3-yl)methanesulfonamide